(8-bromo-2H-benzo[b][1,4]oxazin-4(3H)-yl)(cyclopropyl)methanone BrC1=CC=CC2=C1OCCN2C(=O)C2CC2